(1R,10R,11R,12S,13S,14R,E)-10-(((R)-tert-butylsulfinyl)amino)-9-methyl-15-oxa-2-thiabicyclo[9.3.1]pentadec-7-ene-12,13,14-triyl triacetate C(C)(=O)O[C@H]1[C@H]2[C@@H](C(/C=C/CCCCS[C@H]([C@@H]([C@H]1OC(C)=O)OC(C)=O)O2)C)N[S@](=O)C(C)(C)C